1-(6-(4,5-dichloro-1H-indole-2-carbonyl)-3,6-diazabicyclo[3.1.1]heptan-3-yl)ethan-1-one ClC1=C2C=C(NC2=CC=C1Cl)C(=O)N1C2CN(CC1C2)C(C)=O